N-(3-cyano-4-methyl-1H-indol-7-yl)-2-(1-morpholinocyclobutyl)thiazole-5-sulfonamide C(#N)C1=CNC2=C(C=CC(=C12)C)NS(=O)(=O)C1=CN=C(S1)C1(CCC1)N1CCOCC1